(S)-3-((3-((1-(2-trifluoromethylisonicotinyl)pyrrolin-3-yl)oxy)-3-oxopropoxy)amino)-7-(trifluoromethoxy)benzo[e][1,2,4]triazine-1,4-dioxide FC(C=1C=C(CN2C=C(CC2)OC(CCONC=2N=[N+](C3=C([N+]2[O-])C=CC(=C3)OC(F)(F)F)[O-])=O)C=CN1)(F)F